21-[(tert-butoxycarbonyl)amino]-4,7,10,13,16,19-hexaoxaheneicosanoic acid C(C)(C)(C)OC(=O)NCCOCCOCCOCCOCCOCCOCCC(=O)O